N1=C(N=CC=C1)N1CCN(CC1)C(=O)C=1C=C(OC[C@H]2N(CCC2)C2=C(C(NN=C2)=O)C(F)(F)F)C=CC1 (S)-5-(2-((3-(4-(Pyrimidin-2-yl)piperazine-1-carbonyl)phenoxy)methyl)pyrrolidin-1-yl)-4-(trifluoromethyl)pyridazin-3(2H)-one